di(isononyl) nonanedioate C(CCCCCCCC(=O)OCCCCCCC(C)C)(=O)OCCCCCCC(C)C